C(N)(=O)C1(COCC1)C1=CC=C(C=C1)C(C(=O)OCC)C1CCC1 2-(±)-Ethyl 2-[4-(3-carbamoyltetrahydrofuran-3-yl)phenyl]-2-cyclobutyl-acetate